FC1=CC=2C=3C([C@H](N(C2C(=C1)NC1=C(C=NC(=C1)NC1=NC=C(C=C1)F)C(CC([2H])([2H])[2H])=O)C)C)=CN(N3)C |r| (R/S)-1-(4-((8-fluoro-2,4,5-trimethyl-4,5-dihydro-2H-pyrazolo[4,3-c]quinolin-6-yl)amino)-6-((5-fluoropyridin-2-yl)amino)pyridin-3-yl)propan-1-one-3,3,3-d3